FC1=CC=C(C=C1)CC(=O)NC1=CC=C(COC(=O)N(C)C(C(=O)[O-])CCC2=CC=CC=C2)C=C1 ((((4-(2-(4-fluorophenyl) acetylamino) benzyl) oxy) carbonyl) (methyl) amino)-4-phenylbutyrate